methyl 2-((2-(3-((tert-butoxycarbonyl) (6-methoxy-3-nitropyridin-2-yl) amino)-prop-1-yn-1-yl)-4-fluorophenyl) amino)-5-fluoro-4-(trifluoromethyl)-benzoate C(C)(C)(C)OC(=O)N(CC#CC1=C(C=CC(=C1)F)NC1=C(C(=O)OC)C=C(C(=C1)C(F)(F)F)F)C1=NC(=CC=C1[N+](=O)[O-])OC